(5-(pyrrolidin-1-yl)-1,3,4-thiadiazol-2-yl)(8-oxo-2-azaspiro[4.5]dec-2-yl)methanone N1(CCCC1)C1=NN=C(S1)C(=O)N1CC2(CC1)CCC(CC2)=O